2-{[(S)-3-methyl-1-piperidyl]methyl}-4-cyclopropyl-6-(6-cyclopropyl-4-{4-fluoro-2-[(3-fluoro-1-azetidinyl)carbonyl]phenyl}-2-pyridyl)-1,6-dihydro-1,6-diaza-7-indenone C[C@@H]1CN(CCC1)CC=1NC=2C(N(C=C(C2C1)C1CC1)C1=NC(=CC(=C1)C1=C(C=C(C=C1)F)C(=O)N1CC(C1)F)C1CC1)=O